C(CC[PH+](C1CCCCC1)C1CCCCC1)[PH+](C1CCCCC1)C1CCCCC1 propane-1,3-diylbis(dicyclohexylphosphonium)